C1(CC1)C1=NC(=CC(=C1)C1=C(C=C(C#N)C=C1)C1=NN=CN1C)N1C(C2=CC(=CC(=C2C1)F)CN1[C@H]2[C@H](CC1)COC2)=O 4-(2-cyclopropyl-6-(4-fluoro-6-(((3aS,6aS)-hexahydro-1H-furo[3,4-b]pyrrol-1-yl)methyl)-1-oxoisoindolin-2-yl)pyridin-4-yl)-3-(4-methyl-4H-1,2,4-triazol-3-yl)benzonitrile